4-(2-(4-acrylamidophenyl)-4-amino-7-cyano-1-(methyl-d3)-1H-pyrrolo[3,2-c]pyridin-3-yl)-2-methoxy-N-(2,2,2-trifluoroethyl)benzamide C(C=C)(=O)NC1=CC=C(C=C1)C1=C(C=2C(=NC=C(C2N1C([2H])([2H])[2H])C#N)N)C1=CC(=C(C(=O)NCC(F)(F)F)C=C1)OC